tert-butyl-(phenyl)phosphine chloride [Cl-].C(C)(C)(C)PC1=CC=CC=C1